1-(thiazol-2-yl)azetidine S1C(=NC=C1)N1CCC1